NC=1C=CC(=NC1)OC=1C=C(C=O)C=CC1 3-(5-AMINO-PYRIDIN-2-YLOXY)BENZALDEHYDE